FC=1C=C(C=CC1F)C1CN(C1)CC1=CC(=NC=C1F)C=1C=C2CN(C(C2=CC1)=O)C1C(NC(CC1)=O)=O 3-(5-(4-((3-(3,4-difluorophenyl)azetidin-1-yl)methyl)-5-fluoropyridin-2-yl)-1-oxoisoindolin-2-yl)piperidine-2,6-dione